S(=O)(=O)(C1=CC=C(C)C=C1)N1CCOCCN(CCN(CCOCCN(CC1)S(=O)(=O)C1=CC=C(C)C=C1)S(=O)(=O)C1=CC=C(C)C=C1)S(=O)(=O)C1=CC=C(C)C=C1 4,7,13,16-tetratosyl-1,10-dioxa-4,7,13,16-tetraazacyclooctadecane